C1(CCCC1)OC1=CC(=CC(=N1)N1C(C2=CC(=CC(=C2C1)C(F)(F)F)CNC1(CCC1)C)=O)C1(CC(C1)C)C1=NN=CN1C 2-(6-(cyclopentyloxy)-4-((1s,3s)-3-methyl-1-(4-methyl-4H-1,2,4-triazol-3-yl)cyclobutyl)pyridin-2-yl)-6-(((1-methylcyclobutyl)amino)methyl)-4-(trifluoromethyl)isoindolin-1-one